[Br-].C(C(=C)C)(=O)NCCCCCC[N+](C)(C)C 5-(methacryloylamino)pentylmethyl-trimethylammonium bromide